chol-9(11)-en-12-one-24-oic acid methyl ester COC(CC[C@@H](C)[C@H]1CC[C@H]2[C@@H]3CCC4CCCC[C@]4(C)C3=CC([C@]12C)=O)=O